FC(C)(F)C1=CC=CC(=N1)C(=O)NC=1C(=CC=2N(C1)C=C(N2)C2OCCOC2)C(=O)OC methyl 6-(6-(1,1-difluoroethyl)picolinamido)-2-(1,4-dioxan-2-yl)imidazo[1,2-a]pyridine-7-carboxylate